3-(2-fluorophenyl)-2-methyl-5-(2-methylphenyl)-8-((2S)-2-methyl-4-(2-propenoyl)-1-piperazinyl)-6H-pyrimido[1,6-b]pyridazin-6-one FC1=C(C=CC=C1)C1=CC=2N(N=C1C)C(=NC(C2C2=C(C=CC=C2)C)=O)N2[C@H](CN(CC2)C(C=C)=O)C